FC=1C=C(CC=2C=NN(C2)C(=O)N[C@@H]2C(N(C3=C(OC2)C=CC(=C3)OCC(C=3C=NC=CC3)O)C)=O)C=CC1 4-(3-fluorobenzyl)-N-((3S)-7-(2-hydroxy-2-(pyridin-3-yl)ethoxy)-5-methyl-4-oxo-2,3,4,5-tetrahydrobenzo[b][1,4]oxazepin-3-yl)-1H-pyrazole-1-carboxamide